BrC1=C(C2=C(NC=N2)C=C1)C 5-bromo-4-methyl-1H-1,3-benzodiazole